C(C)N1CCC(CC1)NC(=O)C=1N=C(SC1)C=1C=NN(C1)C1=CC=CC=C1 N-(1-ethylpiperidin-4-yl)-2-(1-phenyl-1H-pyrazol-4-yl)thiazole-4-carboxamide